4-(3-fluorobenzyl)-N-((S)-7-(((2S,4R)-4-hydroxy-1-methylpyrrolidin-2-yl)methoxy)-5-methyl-4-oxo-2,3,4,5-tetrahydrobenzo[b][1,4]oxazepin-3-yl)-1H-pyrazole-1-carboxamide FC=1C=C(CC=2C=NN(C2)C(=O)N[C@@H]2C(N(C3=C(OC2)C=CC(=C3)OC[C@H]3N(C[C@@H](C3)O)C)C)=O)C=CC1